(5S,8R)-N-(3,4-dibromophenyl)-6,7,8,9-tetrahydro-5H-5,8-epiminocyclohepta[d]pyrimidine BrC=1C=C(C=CC1Br)N1CN=CC2=C1C[C@H]1CC[C@@H]2N1